N(=[N+]=[N-])C[C@@H]1[C@H]([C@H]([C@@H](O1)N1C(NC(C=C1)=O)=O)F)O 1-[(2R,3R,4R,5R)-5-(azidomethyl)-3-fluoro-4-hydroxy-tetrahydrofuran-2-yl]pyrimidine-2,4-dione